[(phenyl-d5)biphenylyl](biphenylyl)indolocarbazole C1(=C(C(=C(C(=C1[2H])[2H])[2H])[2H])[2H])C=1C(=C(C=CC1)C1=CC=CC=C1)C=1C(=C2C(=CC1)N=C1C=CC3=C4C=CC=CC4=NC3=C12)C1=C(C=CC=C1)C1=CC=CC=C1